CCCCCCCCC(CCCCCCCC)OC(CCCCCCCN(CCCCCCOC(=O)OCC#CCCCCCC)CCO)=O 8-((2-hydroxyethyl)(6-(((non-2-yn-1-yloxy)carbonyl)oxy)hexyl)amino)octanoic acid heptadec-9-yl ester